OCCN1CCN(CC1)CCS(=O)(=O)O 2-[4-(2-hydroxyethyl)piperazin-1-yl]ethane-sulfonic acid